CC=1C(=NC(=NC1)NC1=CC=NN1C)C=1N=C(OC1)C(=O)NC(C)(C)C1=CC=CC=C1 4-(5-methyl-2-((1-methyl-1H-pyrazol-5-yl)amino)pyrimidin-4-yl)-N-(2-phenylpropan-2-yl)oxazole-2-carboxamide